methyl 1-{2-[(4-{[6-(5-chloro-2-fluorophenyl)-3-methylpyridazin-4-yl]amino}pyridin-2-yl)carbamoyl]ethyl}-4-methylpiperazine-2-carboxylate ClC=1C=CC(=C(C1)C1=CC(=C(N=N1)C)NC1=CC(=NC=C1)NC(=O)CCN1C(CN(CC1)C)C(=O)OC)F